C1=2C(=CC=CC2CC1)N bicyclo[4.2.0]oct-1(6),2,4-triene-2-amine